5,6,7,8-tetrahydro-6-phenyl-5-[4-[2-(1-pyrrolidinyl)ethoxy]phenyl]-2-naphthol C1(=CC=CC=C1)C1C(C=2C=CC(=CC2CC1)O)C1=CC=C(C=C1)OCCN1CCCC1